3-{[8-(1-methyl-1H-indol-6-yl)quinoxalin-6-yl]amino}-N-[(pyridazin-3-yl)methyl]pyridine CN1C=CC2=CC=C(C=C12)C=1C=C(C=C2N=CC=NC12)NC=1CN(C=CC1)CC=1N=NC=CC1